C1COCCN1SSN2CCOCC2 N,N-dithiodimorpholine